C1(=CC=CC=C1)C(OC1CCN(CC1)CCCC(=O)C1=CC=C(C=C1)C(C(=O)[O-])(C)C)C1=CC=CC=C1.[K+] potassium 2-(4-(4-(4-(diphenylmethoxy) piperidin-1-yl) butyryl) phenyl)-2-methylpropanoate